tert-butyl 2-(diethoxyphosphoryl)-4-oxo-4-(((S)-1-(4-(trifluoromethyl)phenyl)ethyl)amino)butanoate C(C)OP(=O)(OCC)C(C(=O)OC(C)(C)C)CC(N[C@@H](C)C1=CC=C(C=C1)C(F)(F)F)=O